4-bromophenyl-butyl bromide BrC1=CC=C(C=C1)CCCCBr